di-tert-butyl 8-(2-(2-(3,4-dichlorophenyl)-2,2-difluoroacetyl)hydrazine-1-carbonyl)-2,6-diazaspiro[3.4]octane-2,6-dicarboxylate ClC=1C=C(C=CC1Cl)C(C(=O)NNC(=O)C1CN(CC12CN(C2)C(=O)OC(C)(C)C)C(=O)OC(C)(C)C)(F)F